5-methyl-4-oxo-3,4,5,6-tetrahydropyrido[4',3':4,5]thieno[2,3-d]pyrimidine-7(8H)-carboxylic acid tert-butyl ester C(C)(C)(C)OC(=O)N1CC2=C(C3=C(N=CNC3=O)S2)C(C1)C